CN(C=1N=CC2=C(N1)CCS2=O)CCC2CCOCC2 2-[methyl-(2-tetrahydropyran-4-ylethyl)amino]-5-oxo-6,7-dihydrothieno[3,2-d]pyrimidin